COC1CCC(CC1)NC1=NC(=CC(=C1)CN1CCOCC1)N N2-((1R,4R)-4-methoxycyclohexyl)-4-(morpholinomethyl)pyridine-2,6-diamine